BrC1=CC(=C(C(=O)OC)C(=C1)C=O)F methyl 4-bromo-2-fluoro-6-formyl-benzoate